5-amino-1-methyl-3-[2-(4-methyl-2-phenyl-1,3-dioxan-4-yl)ethyl]benzimidazol-2-one NC1=CC2=C(N(C(N2CCC2(OC(OCC2)C2=CC=CC=C2)C)=O)C)C=C1